C(C1=CC=CC=C1)NC=1SC2=C(N1)C=CC(=C2)N(C(=O)NC2=CC=C(C=C2)Cl)CCN2CCOCC2 1-(2-Benzylaminobenzo[d]thiazol-6-yl)-1-[2-(4-morpholinyl)ethyl]-3-(4-chlorophenyl)urea